NC=1C(=C(C=C2C=C(N=CC12)NC(=O)[C@H]1[C@@H]([C@@H]1C1=CC=NN1)C)C=1C=NC=CC1C)F (1S,2R,3S)-N-(8-amino-7-fluoro-6-(4-methylpyridin-3-yl)isoquinolin-3-yl)-2-methyl-3-(1H-pyrazol-5-yl)cyclopropane-1-carboxamide